ClC1=NC=C(C(=O)NCC2CCC(CC2)C(F)(F)F)C(=C1)OC 6-Chloro-4-methoxy-N-((4-(trifluoromethyl)cyclohexyl)methyl)nicotinamide